ethyl 3,7,11-trimethyldodeca-2,4-dienoate CC(=CC(=O)OCC)C=CCC(CCCC(C)C)C